2-(2-nitrophenyl)acetic acid [N+](=O)([O-])C1=C(C=CC=C1)CC(=O)O